C(C1=CC=CC=C1)N1C(C=NC2=CC=CC=C12)=O 1-Benzylquinoxalin-2(1H)-one